5-(4-(diphenyl(4-(4,4,5,5-tetramethyl-1,3,2-dioxaborolan-2-yl)phenyl)silyl)phenyl)-2,3-diphenylpyrazine C1(=CC=CC=C1)[Si](C1=CC=C(C=C1)C=1N=C(C(=NC1)C1=CC=CC=C1)C1=CC=CC=C1)(C1=CC=C(C=C1)B1OC(C(O1)(C)C)(C)C)C1=CC=CC=C1